1,3-diethoxy-2,2-difluoro-propane C(C)OCC(COCC)(F)F